7-bromo-2-cyclopropyl-1-methyl-imidazo[4,5-c]pyridine BrC=1C2=C(C=NC1)N=C(N2C)C2CC2